2-chloro-N-[(3R,4S)-1-(2,4-difluorobenzoyl)-4-fluoropyrrolidin-3-yl]benzamide ClC1=C(C(=O)N[C@@H]2CN(C[C@@H]2F)C(C2=C(C=C(C=C2)F)F)=O)C=CC=C1